ClC1=CC(N(C2=CC=CN=C12)C)=O 4-chloro-1-methyl-1,5-naphthyridin-2(1H)-one